6-(2-chloropyrimidin-4-yl)quinoline ClC1=NC=CC(=N1)C=1C=C2C=CC=NC2=CC1